C(CCCCC)OC(=O)NCC1=C(N=NN1C)C1=CC=C(C=N1)O[C@@H]1C[C@H](CCC1)C(=O)O (1S,3S)-3-((6-(5-((((hexyloxy)carbonyl)amino)methyl)-1-methyl-1H-1,2,3-triazol-4-yl)pyridin-3-yl)oxy)cyclohexane-1-carboxylic acid